FC=1C=C(OC2=C(N=NN2)C(=O)O)C=C(C1C#CC1=CC=CC=C1)F 5-(3,5-difluoro-4-(phenylethynyl)phenoxy)-1H-1,2,3-triazole-4-carboxylic acid